(hexafluoroisopropyl)phthalic anhydride FC(C(C(F)(F)F)C1=C2C(C(=O)OC2=O)=CC=C1)(F)F